[2-(2,6-dioxopiperidin-3-yl)-3-oxo-4-(propan-2-yloxy)-2,3-dihydro-1H-isoindol-5-yl]methyl N-(4-phenoxyphenyl)carbamate O(C1=CC=CC=C1)C1=CC=C(C=C1)NC(OCC=1C(=C2C(N(CC2=CC1)C1C(NC(CC1)=O)=O)=O)OC(C)C)=O